3-(1-phenyl-3-(1-(trifluoromethyl)cyclopropyl)-1H-pyrazol-5-yl)urea C1(=CC=CC=C1)N1N=C(C=C1NC(N)=O)C1(CC1)C(F)(F)F